N-pyrimidin-4-yl-6-[rac-(1S,2S,4S)-2-pyrrolidin-1-yl-4-[3-(trifluoromethoxy)-phenyl]-cyclohexoxy]pyridine-3-sulfonamide N1=CN=C(C=C1)NS(=O)(=O)C=1C=NC(=CC1)O[C@@H]1[C@H](C[C@H](CC1)C1=CC(=CC=C1)OC(F)(F)F)N1CCCC1 |r|